(3R)-3-fluoro-1-[[(3S)-pyrrolidin-3-yl]methyl]pyrrolidine dihydrochloride Cl.Cl.F[C@H]1CN(CC1)C[C@@H]1CNCC1